6-(Cyclohexylamino)-N-((1-(2,6-dioxopiperidin-3-yl)-2-oxo-1,2-dihydrobenzo[cd]indol-6-yl)methyl)hexanamide C1(CCCCC1)NCCCCCC(=O)NCC=1C=2C3=C(C(N(C3=CC1)C1C(NC(CC1)=O)=O)=O)C=CC2